N-((5-(2,4-difluorophenyl)-4-methoxy-1-((6-methoxypyridin-3-yl)sulfonyl)-1H-pyrrol-3-yl)methyl)methane-d3-amine FC1=C(C=CC(=C1)F)C1=C(C(=CN1S(=O)(=O)C=1C=NC(=CC1)OC)CNC([2H])([2H])[2H])OC